FC(CN1N=CC(=C1)S(=O)(=O)N1N=C2C(=C1)CN(C2)C(C[C@@]2(C(NC1=CC=CC=C21)=O)C)=O)F (S)-3-[2-(2-{[1-(2,2-difluoroethyl)-1H-pyrazol-4-yl]sulfonyl}-2H,4H,5H,6H-pyrrolo[3,4-c]pyrazol-5-yl)-2-oxoethyl]-3-methyl-2,3-dihydro-1H-indol-2-one